5-((5-Aminopentyl)amino)-2-(2,6-dioxopiperidin-3-yl)isoindoline-1,3-dione NCCCCCNC=1C=C2C(N(C(C2=CC1)=O)C1C(NC(CC1)=O)=O)=O